CC1=C(C=C(OCC2N(CCC2)C(=O)OC(C)(C)C)C=C1)C(NC1(CC1)C1=C2C=CC=NC2=CC=C1)=O tert-butyl 2-((4-methyl-3-((1-(quinolin-5-yl)cyclopropyl) carbamoyl)phenoxy)methyl)pyrrolidine-1-carboxylate